[Sb](Cl)(Cl)(Cl)(Cl)Cl antimony pentachloride